C(C=C)[N+](C)(C)CC=C.C(C=C)(=O)NCC(CC)S(=O)(=O)[O-] acrylamidomethylpropanesulfonic acid, diallyldimethylammonium salt